FC(CC1=CNC2=CC=CC=C12)(F)F 3-(2,2,2-trifluoroethyl)-1H-indole